[(3S*,4R*)-1-(cyano-methyl)-4-(6-fluoro-2,3-dihydrobenzo-furan-5-yl)-2-oxo-pyrrolidin-3-yl]carbamic acid benzyl ester C(C1=CC=CC=C1)OC(N[C@@H]1C(N(C[C@H]1C=1C(=CC2=C(CCO2)C1)F)CC#N)=O)=O |o1:10,14|